Cl.FC(C1CNCCC1)(F)F 3-(trifluoromethyl)piperidine HCl